FC1=C(C(=O)NC2=CC=C(C=C2)C(\C=C\C2=CC=C(C=C2)N(C)CCO)=O)C=CC(=C1F)C 2,3-Difluoro-N-[4-[(E)-3-[4-[2-hydroxyethyl(methyl)amino]phenyl]prop-2-enoyl]phenyl]-4-methylbenzamide